ClC1=CC=C(C=C1)C1=NN(C(C2=CC=CC=C12)=O)NC(CC1=CC=CC=C1)=O N-[4-(4-chlorophenyl)-1-oxophthalazin-2(1H)-yl]-2-phenylacetamide